(2S)-2-[[5-(5-Fluoro-3-pyridyl)-3-isopropyl-pyrazolo[1,5-a]pyrimidin-7-yl]amino]indan-5-ol FC=1C=C(C=NC1)C1=NC=2N(C(=C1)N[C@H]1CC3=CC=C(C=C3C1)O)N=CC2C(C)C